FC1=C(N=CC2=C1N=C(N=C2N2CC(CCC2)(O)C)OCC21CCCN1C[C@@H](C2)F)C2=CC(=CC1=CC=C3C(=C21)CCC3)O 1-(8-fluoro-2-(((2R)-2-fluorotetrahydro-1H-pyrrolizin-7a(5H)-yl)methoxy)-7-(7-hydroxy-2,3-dihydro-1H-cyclopenta[a]naphthalen-9-yl)pyrido[4,3-d]pyrimidin-4-yl)-3-methylpiperidin-3-ol